2-(2-(3-cyclopropyl-1H-pyrazol-5-yl)tetrahydro-2H-pyran-4-yl)-4-(2,4-difluorophenyl)-6,7-dimethylpteridine C1(CC1)C1=NNC(=C1)C1OCCC(C1)C1=NC2=NC(=C(N=C2C(=N1)C1=C(C=C(C=C1)F)F)C)C